O=C(C(=O)O)C(C)C alpha-ketoisopentanoic acid